1-(2-((1-((2-methoxynaphthalen-1-yl)methyl)naphthalen-2-yl)oxy)ethyl)-1-methylpyrrolidin-1-ium COC1=C(C2=CC=CC=C2C=C1)CC1=C(C=CC2=CC=CC=C12)OCC[N+]1(CCCC1)C